tert-butyl 4-[(methanesulfonyloxy)methyl]pyrazole-1-carboxylate CS(=O)(=O)OCC=1C=NN(C1)C(=O)OC(C)(C)C